(2S)-Methyl 5-cyclobutoxy-6-(1-(3-methoxy-1-methylpiperidin-4-yl)-1H-pyrazol-4-yl)-2-methyl-3,4-dihydroquinoline-1(2H)-carboxylate C1(CCC1)OC1=C2CC[C@@H](N(C2=CC=C1C=1C=NN(C1)C1C(CN(CC1)C)OC)C(=O)OC)C